ClC1=CC2=C(C=C(S2)C(=O)OCC)C=C1 ethyl 6-chlorobenzothiophene-2-carboxylate